2-(tert-butoxycarbonyl)-L-aspartic acid 2,5-dioxopyrrolidin-1-yl ester O=C1N(C(CC1)=O)OC([C@@](N)(CC(=O)O)C(=O)OC(C)(C)C)=O